N1=CC=C(C=C1)CCC(=O)OC=1C=CC2=C3C=CC=4C=CCC4C3=CC=C2C1 cyclopenta[a]phenanthren-3-yl 3-(pyridin-4-yl)propanoate